C(C)OC(C(C)=O)C(C)=O ethoxy(acetylacetone)